1-(3-(5-(3-hydroxynaphthalen-1-yl)-1H-indol-1-yl)pyrrolidin-1-yl)prop-2-en-1-one OC=1C=C(C2=CC=CC=C2C1)C=1C=C2C=CN(C2=CC1)C1CN(CC1)C(C=C)=O